8-(2-((3aS,4R,6aR)-4-(4-chloro-7H-pyrrolo[2,3-d]pyrimidin-7-yl)-2,2-dimethyl-3a,6a-dihydro-4H-cyclopenta[d][1,3]dioxol-6-yl)ethyl)-5,6-difluoroisoquinoline ClC=1C2=C(N=CN1)N(C=C2)[C@@H]2C=C([C@H]1OC(O[C@H]12)(C)C)CCC=1C=C(C(=C2C=CN=CC12)F)F